COC(=O)C=1N=NC(=CC1NC1=CC=C(C=C1)S(F)(F)(F)(F)F)Cl.N(=C=O)C1CC(CC(C1)(CN=C=O)C)(C)C 1-isocyanato-3,3,5-trimethyl-5-isocyanatomethyl-cyclohexane Methyl-6-chloro-4-((4-(pentafluoro-λ6-sulfanyl)phenyl)amino)pyridazine-3-carboxylate